BrC(CC(CCC)C)(C)C 1-bromo-1,1,3-trimethylhexane